BrC=1C(=C(C=CC1)C(C)=O)N1CCC(CC1)CN1CC(OC(C1)C)C 1-(3-bromo-2-(4-((2,6-dimethylmorpholinyl)methyl)piperidin-1-yl)phenyl)ethan-1-one